(+/-)-1-(3-(2-hydroxyethoxy)benzyl)-N5-((trans)-2-(hydroxymethyl)cyclopropyl)-N3-methyl-2-oxo-1,2-dihydropyridine-3,5-dicarboxamide OCCOC=1C=C(CN2C(C(=CC(=C2)C(=O)N[C@H]2[C@@H](C2)CO)C(=O)NC)=O)C=CC1 |r|